IC1=CN(C=2N=CN=C(C21)N)[C@H]2CO[C@@H](OC2)C2CCN(CC2)C 5-Iodo-7-((trans)-2-(1-methylpiperidin-4-yl)-1,3-dioxane-5-yl)-7H-pyrrolo[2,3-d]pyrimidin-4-amine